5-bromo-2,3-dihydrobenzofuran-7-carboxamide BrC=1C=C(C2=C(CCO2)C1)C(=O)N